1,1'-(6,7-dimethyl-2,3-dihydroquinoxalin-1,4-diyl)diprop-2-en-1-one CC=1C=C2N(CCN(C2=CC1C)C(C=C)=O)C(C=C)=O